Cl.ClC1=C(C(=O)N2CCN(CC2)C(=O)C2CCC2)C=CC(=C1)NC1CN(C1)C1CCNCC1 (4-(2-chloro-4-(1-(piperidin-4-yl)azetidin-3-ylamino)benzoyl)piperazin-1-yl)(cyclobutyl)methanone hydrochloride